5,5'-dimethoxy-2,2'-diaminobiphenyl COC=1C=CC(=C(C1)C1=C(C=CC(=C1)OC)N)N